bis-(2-hydroxyethyl)amino(hydroxymethyl)methane OCCC(CO)(N)CCO